ClC1=NC(=CC=C1C1=C2N=CN(C2=NC=N1)C1OCCCC1)OC 6-(2-chloro-6-methoxypyridin-3-yl)-9-(tetrahydro-2H-pyran-2-yl)-9H-purine